CC(CCCCCCCCCCC)N 1-methyl-dodecylamine